(3-(1-Cyanopyrrolidin-3-yl)-1H-pyrazol-5-yl)benzamide C(#N)N1CC(CC1)C1=NNC(=C1)C1=C(C(=O)N)C=CC=C1